ClC1=C(C=CC(=C1NC=1C(=C2C(N(C=NC2=CC1)C)=O)C)F)NS(=O)(=O)N1CC(C1)COCF N-(2-chloro-3-((3,5-dimethyl-4-oxo-3,4-dihydroquinazolin-6-yl)amino)-4-fluorophenyl)-3-((fluoromethoxy)methyl)azetidine-1-sulfonamide